C(C)(C)(C)C1=CC=C(COC=2C(=NC3=CC=C(C=C3N2)OC)C2=CC=CC=C2)C=C1 3-((4-tert-butylbenzyl)oxy)-6-methoxy-2-phenylquinoxaline